[OH-].[Na+].Cl(=O)[O-].[Na+] sodium chlorite sodium hydroxide